C(C)N1C(C(=CC2=C1N=C(N=C2)N[C@@H]2CNC[C@H](C2)F)C2=C(C(=C(C(=C2)F)NS(=O)(=O)CC2=CC=CC=C2)F)F)=O N-(4-(8-Ethyl-2-(((3S,5S)-5-fluoropiperidin-3-yl)amino)-7-oxo-7,8-dihydropyrido[2,3-d]pyrimidin-6-yl)-2,3,6-trifluorophenyl)-1-phenylmethanesulfonamide